mono-N-Boc-1,2-diaminoethane C(=O)(OC(C)(C)C)NCCN